C(=O)C1C(C1)C(=O)N 2-formylcyclopropane-1-carboxamide